(S,Z)-3-(5-(2-(hydroxymethyl)-4-(methoxyimino)pyrrolidine-1-carbonyl)-2,3-dihydro-[1,4]dioxino[2,3-c]pyridin-8-yl)-2-methylbenzonitrile OC[C@H]1N(C\C(\C1)=N/OC)C(=O)C1=NC=C(C2=C1OCCO2)C=2C(=C(C#N)C=CC2)C